FC=1C=CC2=C(NC(=NS2(=O)=O)NCC2=CC(=CC=C2)F)C1C(CC1=CC=C(C=C1)F)C 6-fluoro-3-((3-fluorobenzyl)amino)-5-(1-(4-fluorophenyl)propan-2-yl)-4H-benzo[e][1,2,4]thiadiazine 1,1-dioxide